2-{4-[(1-methylazepan-4-yl)amino]pyrido[3,4-d]pyridazin-1-yl}-5-(trifluoromethyl)phenol CN1CCC(CCC1)NC=1N=NC(=C2C1C=NC=C2)C2=C(C=C(C=C2)C(F)(F)F)O